4-((2s,4r,6s)-2-fluoro-7-((5-methoxy-7-methyl-1H-indol-4-yl)methyl)-7-azaspiro[3.5]nonan-6-yl)benzoic acid FC1CC2(C1)C[C@H](N(CC2)CC2=C1C=CNC1=C(C=C2OC)C)C2=CC=C(C(=O)O)C=C2